FC(C1=NC=CC=C1C=1C=NC=2CCN(CC2C1)C=1C(=CC=2N(N1)C(C=CN2)=O)C)F 7-(3-(2-(difluoromethyl)pyridin-3-yl)-7,8-dihydro-1,6-naphthyridin-6(5H)-yl)-8-methyl-4H-pyrimido[1,2-b]pyridazin-4-one